3-{4-[(4-fluorophenyl)sulfamoyl]phenyl}-1-(pyridin-3-ylmethyl)urea FC1=CC=C(C=C1)NS(=O)(=O)C1=CC=C(C=C1)NC(NCC=1C=NC=CC1)=O